hydroxyacrylate (hydroxyethyl methacrylate) OCCC=C(C(=O)O)C.OC(C(=O)O)=C